C1(=C(C(=C(C(=C1[2H])[2H])[2H])[2H])[2H])C1=C(C(=CC=C1)C1=C(C(=C(C(=C1[2H])[2H])[2H])[2H])[2H])NC=1C(=CC=CC1)NC1=CC(=CC=C1)OC1=CC(=CC=C1)N(C1=NC=CC(=C1)C(C)(C)C)C1=C(C=CC=C1C1=CC=CC=C1)C1=CC=CC=C1 N-([1,1':3',1''-Terphenyl]-2'-yl-2,2'',3,3'',4,4'',5,5'',6,6''-d10)-N2-(3-(3-([1,1':3',1''-terphenyl]-2'-yl(4-(tert-butyl)pyridin-2-yl)amino)phenoxy)phenyl)benzene-1,2-diamine